C(C)(C)(C)OC(=O)N1CC(CC1)C=1C(=NC=C(C1)Br)OC.COC1=CC=C(C=C1)C1=CN=C2N1C=CN=C2NC2=CC(=C(C(=O)NCCOCCNC)C=C2)C 4-((3-(4-methoxyphenyl)imidazo[1,2-a]pyrazin-8-yl)amino)-2-methyl-N-(2-(2-(methylamino)ethoxy)ethyl)benzamide tert-butyl-3-(5-bromo-2-methoxypyridin-3-yl)pyrrolidine-1-carboxylate